C12(CC(C1)C2)N2C[C@H](N(S(C1=C2C=C(C(=C1)OC)Br)(=O)=O)C)CCCC (R)-5-(bicyclo[1.1.1]pentan-1-yl)-7-bromo-3-butyl-8-methoxy-2-methyl-2,3,4,5-tetrahydrobenzo[f][1,2,5]thiadiazepine 1,1-dioxide